2-(4-{[(3R)-piperidin-3-yl]amino}phthalazin-1-yl)-5-(trifluoromethyl)phenol hydrochloride Cl.N1C[C@@H](CCC1)NC1=NN=C(C2=CC=CC=C12)C1=C(C=C(C=C1)C(F)(F)F)O